FC1=CC2=C(N=C3C=CC=CC3=C2C=C1)SC(F)(F)F 8-fluoro-6-trifluoromethylthiophenanthridine